5-[2-hydroxy-3-(4-methylthiophenylamino)propyl]-1,3,4-oxadiazol-2(3H)-one OC(CC1=NNC(O1)=O)CNC1=CC=C(C=C1)SC